2-(2H-pyrazol-3-yl)benzonitrile N=1NC(=CC1)C1=C(C#N)C=CC=C1